CC1(CN(C1)C=1C=2N(N=C(C1)C=1C(NC(NC1)=O)=O)C=CN2)C 5-(8-(3,3-dimethylazetidin-1-yl)imidazo[1,2-b]pyridazin-6-yl)pyrimidine-2,4(1H,3H)-dione